[6-[(2,4-difluorophenyl)methyl]-2,6-diazaspiro[3.3]heptan-2-yl]-[(3S)-3-(1H-triazol-5-yl)pyrrolidin-1-yl]methanone FC1=C(C=CC(=C1)F)CN1CC2(CN(C2)C(=O)N2C[C@H](CC2)C2=CN=NN2)C1